isotridecyl ether phosphate potassium Salt [K+].P(=O)([O-])([O-])[O-].C(CCCCCCCCCC(C)C)OCCCCCCCCCCC(C)C.[K+].[K+]